ClC=1N=C(C2=C(N1)SC(=C2)C)NC=2N=CN(C2)C2=CC=CC=C2 2-chloro-6-methyl-N-(1-phenyl-1H-imidazol-4-yl)thieno[2,3-d]pyrimidin-4-amine